1-((2-chloropyridin-4-yl)methyl)-6-(4-methoxypyrrolo[2,1-f][1,2,4]triazin-5-yl)-2-methyl-1H-imidazo[4,5-b]pyridine ClC1=NC=CC(=C1)CN1C(=NC2=NC=C(C=C21)C=2C=CN1N=CN=C(C12)OC)C